C(C1CO1)OCCC[Si](OCC)(OCC)OCC gamma-glycidoxypropyltriethoxysilane